3-(((((1-ethylpiperidin-3-yl)methoxy)carbonyl)oxy)methyl)-5-((((9Z,12Z)-octadeca-9,12-dienoyl)oxy)methyl)benzyl (1r,1's,4R,4'R)-4'-pentyl-[1,1'-bi(cyclohexane)]-4-carboxylate C(CCCC)C1CCC(CC1)C1CCC(CC1)C(=O)OCC1=CC(=CC(=C1)COC(CCCCCCC\C=C/C\C=C/CCCCC)=O)COC(=O)OCC1CN(CCC1)CC